ClC1=C(C=CC(=C1)C(F)(F)F)NC(CN1C2=C(N3C1=NC(=C(C3=O)C3=C(C=CC=C3)NC(C=C)=O)CC)C=CC=C2)=O N-(2-(10-(2-((2-Chloro-4-(trifluoromethyl)phenyl)amino)-2-oxoethyl)-2-ethyl-4-oxo-4,10-dihydrobenzo[4,5]imidazo[1,2-a]pyrimidin-3-yl)phenyl)acrylamide